1-(3-Methoxybenzyl)cyclopropyl ((S)-4-methyl-1-oxo-1-(((S)-1-oxo-3-((S)-2-oxopyrrolidin-3-yl)propan-2-yl)amino)pentan-2-yl)carbamate CC(C[C@@H](C(N[C@H](C=O)C[C@H]1C(NCC1)=O)=O)NC(OC1(CC1)CC1=CC(=CC=C1)OC)=O)C